Cl.NC(C(=O)N1CCN(CC1)C(=O)NC1=NC(N(C=C1)C1=CC=C(C=C1)CC(=O)N1CCC(CC1)N)=O)(C)C 4-(2-Amino-2-methylpropanoyl)-N-(1-(4-(2-(4-aminopiperidin-1-yl)-2-oxoethyl)phenyl)-2-oxo-1,2-dihydropyrimidin-4-yl)piperazine-1-carboxamide hydrochloride salt